ClC1=C(C=C(C=C1)F)C1=CC=C(N=N1)NC1[C@H]2CN(C[C@@H]12)CCC(C)(C)C (1s,5r)-N-[6-(2-chloro-5-fluoro-phenyl)pyridazin-3-yl]-3-(3,3-dimethylbutyl)-3-azabicyclo[3.1.0]hexane-6-amine